2-((3-(4-amino-2-(trifluoromethyl)imidazo[2,1-f][1,2,4]triazin-7-yl)-4-methylphenyl)sulfonyl)-5-isopropyl-2,5-diazabicyclo[2.2.1]heptan-7-ol NC1=NC(=NN2C1=NC=C2C=2C=C(C=CC2C)S(=O)(=O)N2C1CN(C(C2)C1O)C(C)C)C(F)(F)F